C(CCCCCCCCC=C)P(OC)(OC1=CC=C(C=C1)[N+](=O)[O-])=O Methyl 4-nitrophenyl undec-10-enylphosphonate